(((1R,4R)-4-((tert-Butoxycarbonyl) amino) cyclohexyl) (2-(2,6-dioxopiperidin-3-yl)-1-oxoisoindolin-4-yl) amino) propylmethanesulfonate C(CC)CS(=O)(=O)ON(C1=C2CN(C(C2=CC=C1)=O)C1C(NC(CC1)=O)=O)C1CCC(CC1)NC(=O)OC(C)(C)C